C(C)N1C(C2=CC=C(C=C2C1(C)C)NC1=NC=C(C(=C1)N[C@H](CO)C1=CC=CC=C1)C1=NC(=NO1)C)=O (S)-2-ethyl-5-((4-((2-hydroxy-1-phenylethyl)amino)-5-(3-methyl-1,2,4-oxadiazol-5-yl)pyridin-2-yl)amino)-3,3-dimethylisoindolin-1-one